ClC=1C=C(C=C(C1)Cl)C1(CC(=NO1)N1CC2=C(C1)C=C(S2)C(=O)NC2(CC2)C)C(F)(F)F 5-(5-(3,5-dichlorophenyl)-5-(trifluoromethyl)-4,5-dihydroisoxazol-3-yl)-N-(1-methylcyclopropyl)-5,6-dihydro-4H-thieno[2,3-c]pyrrole-2-carboxamide